FC(C(=O)O)(F)F.CC1=NC(=CC=C1NC(=O)C=1C=NN2C1N=C(C=C2)N[C@H]2CNCCC2)N2CCOCC2 (R)-N-(2-methyl-6-morpholinopyridin-3-yl)-5-(piperidin-3-ylamino)pyrazolo[1,5-a]pyrimidine-3-carboxamide trifluoroacetate salt